11-fluoro-14-methyl-6,7,13,14-tetrahydro-1,15-ethenopyrazolo[4,3-f]pyrido[3,2-l][1,4,8,10]oxatriazacyclotridecin-4(5H)-one FC1=CC=2CN(C3=NC4=C(C(NCCOC2N=C1)=O)C=NN4C=C3)C